(Z)-3-methoxy-2-[2-methyl-5-[5-(trifluoromethyl)thiazol-2-yl]phenoxy]prop-2-enoic acid methyl ester COC(/C(=C/OC)/OC1=C(C=CC(=C1)C=1SC(=CN1)C(F)(F)F)C)=O